ONC(C(NO)=O)=O dihydroxy-oxamide